(E)-4-chloro-N-(2-cyano-4-(8-(1,6-dimethyl-1H-benzo[d]imidazol-5-yl)indolizine-3-carbonyl)phenyl)but-2-enamide ClC/C=C/C(=O)NC1=C(C=C(C=C1)C(=O)C1=CC=C2C(=CC=CN12)C1=CC2=C(N(C=N2)C)C=C1C)C#N